COC=1SC(=CN1)C1CC(=NN1C(CC)=O)C1=C(C2=C(NC1=O)SC=C2)C 5-(5-(2-methoxythiazol-5-yl)-1-propionyl-4,5-dihydro-1H-pyrazol-3-yl)-4-methylthieno[2,3-b]pyridin-6(7H)-one